2,4,6-trifluoro-N-(thiazole-4-yl)benzenesulfonamide FC1=C(C(=CC(=C1)F)F)S(=O)(=O)NC=1N=CSC1